ClC1=CC2=C(N(C(N=C2N2[C@H](CN(CC2)C(C=C)=O)C)=O)C2=C(C=CC=C2C)C2CC2)N=C1C1=C(C=CC=C1O)F (P)-6-chloro-1-(2-cyclopropyl-6-methylphenyl)-7-(2-fluoro-6-hydroxyphenyl)-4-((2S)-2-methyl-4-(2-propenoyl)-1-piperazinyl)pyrido[2,3-d]pyrimidin-2(1H)-one